tetra-n-butyl-ammonium difluoride hydrofluoric acid salt F.[F-].[F-].C(CCC)[N+](CCCC)(CCCC)CCCC.C(CCC)[N+](CCCC)(CCCC)CCCC